O=C1N(C(C=C1)=O)CCC(=O)NC(CC(=O)O)C=O 3-(3-(2,5-dioxo-2,5-dihydro-1H-pyrrol-1-yl)propanamido)-4-oxobutanoic acid